(4-phenylbutyryl)glycine methyl-N-((S)-3-acetoxy-2-(4-(4-(tert-butylcarbamoyl)phenyl)-1-oxoisoindolin-2-yl)propanoyl)-O-acetyl-L-serinate CN([C@@H](COC(C)=O)C(=O)O)C([C@H](COC(C)=O)N1C(C2=CC=CC(=C2C1)C1=CC=C(C=C1)C(NC(C)(C)C)=O)=O)=O.C1(=CC=CC=C1)CCCC(=O)NCC(=O)O